Thiophosphonate P([O-])([O-])=S